ClC1=C(C2=C(NC(=N2)[C@]2(N(CCC2)C(=O)C2=C(C=CC(=C2)OC)N2N=CC=N2)C)C=C1)C [(S)-2-(5-Chloro-4-methyl-1H-benzoimidazol-2-yl)-2-methyl-pyrrolidin-1-yl]-(5-methoxy-2-[1,2,3]triazol-2-yl-phenyl)-methanone